2-(4-fluorophenyl)benzoxazole FC1=CC=C(C=C1)C=1OC2=C(N1)C=CC=C2